OCCNCCCCCCC(=O)OCCC12CC3CC(CC(C1)C3)C2 2-((3r,5r,7r)-adamantan-1-yl)ethyl 7-((2-hydroxyethyl)amino)heptanoate